OC(CC1(C(=O)N)CC(C(=O)NCC(CO)O)=CC(=C1)NCC1OC(OC1)(C)C)CO 1,N3-bis(2,3-dihydroxypropyl)-5-(((2,2-dimethyl-1,3-dioxolan-4-yl)methyl)amino)isophthalamide